2-bromomethyl-6-methyl-4-(2-methylphenyl)-1,4-dihydropyridine-3,5-dicarboxylic acid dimethyl ester COC(=O)C1=C(NC(=C(C1C1=C(C=CC=C1)C)C(=O)OC)C)CBr